2,5-diazabicyclo[2.2.1]heptane-2-carboxamide hydrochloride Cl.C12N(CC(NC1)C2)C(=O)N